CCOC(=O)C1(C(=O)N(C(=O)O1)C2=CC(=CC(=C2)Cl)Cl)C The molecule is the ethyl ester of 3-(3,5-dichlorophenyl)-5-methyl-2,4-dioxo-1,3-oxazolidine-5-carboxylic acid. It is a dichlorobenzene, an oxazolidinone, a dicarboximide and an ethyl ester.